[N+](#[C-])C1=C(C=C(C(=C1)OC)OC)C(=C)C 1-isocyano-4,5-dimethoxy-2-(prop-1-en-2-yl)benzene